N[C@H]1[C@H](CCC1)CCC(=O)O 3-((1R,2R)-2-aminocyclopentyl)propanoic acid